N(=[N+]=[N-])[C@@H]1[C@H]([C@@H](SC=2C(=NC=C(C2)Cl)C=2CCNCC2)O[C@@H]([C@@H]1O)CO)OC 5-chloro-2-(1,2,3,6-tetrahydropyridin-4-yl)pyridin-3-yl 3-azido-3-deoxy-2-O-methyl-1-thio-α-D-galactopyranoside